1-bromo-2-[(trifluoromethyl)oxy]benzene BrC1=C(C=CC=C1)OC(F)(F)F